methyl (R)-4-(1-((tert-butoxycarbonyl)amino)-2-(methylamino)ethyl)benzoate C(C)(C)(C)OC(=O)N[C@@H](CNC)C1=CC=C(C(=O)OC)C=C1